5-[(2R,3R,4R,5R,6R)-3-acetamido-4,5-diacetoxy-6-acetoxymethyl-2-tetrahydropyranyl-oxy]pentanoic acid C(C)(=O)N[C@H]1[C@@H](O[C@@H]([C@@H]([C@@H]1OC(C)=O)OC(C)=O)COC(C)=O)OCCCCC(=O)O